dimethoxyphenyl-thioacetic acid COC(C(=S)O)(C1=CC=CC=C1)OC